OC1=C2CCC(CC2=CC=C1)N(CCC)CC1CCN(CC1)C(=O)C=1C=NC2=CC=CC=C2C1 (4-(((5-hydroxy-1,2,3,4-tetrahydronaphthalene-2-yl)(propyl)amino)methyl)piperidin-1-yl)(quinolin-3-yl)methanone